C(#N)[C@H](CC1=C(C=C(C=C1)C1=CN(C(C=C1)=O)C)F)NC(=O)[C@H]1OCCCNC1 (S)-N-((S)-1-cyano-2-(2-fluoro-4-(1-methyl-6-oxo-1,6-dihydropyridine-3-yl)phenyl)ethyl)-1,4-oxazepane-2-carboxamide